C1(=CC=CC=C1)CCCC(=O)O 4-Phenylbutyric Acid